COC1=CC=C(CN(S(=O)(=O)C2=C(C=CC(=C2C=2N=NN(N2)CC2=CC=C(C=C2)OC)I)S(=O)(=O)N[C@H]2CN(CC2)C(=O)OC(C)(C)C)CC2=CC=C(C=C2)OC)C=C1 tert-butyl (R)-3-((2-(N,N-bis(4-methoxybenzyl)sulfamoyl)-4-iodo-3-(2-(4-methoxybenzyl)-2H-tetrazol-5-yl)phenyl)sulfonamido)pyrrolidine-1-carboxylate